N-(3-amino-6-(thien-2-yl)pyridin-2-yl)-6-(4-methylpiperazin-1-yl)nicotinamide NC=1C(=NC(=CC1)C=1SC=CC1)NC(C1=CN=C(C=C1)N1CCN(CC1)C)=O